Secoctyl alcohol C(C)(CCCCCC)O